tert-Butyl 3-((4-(1-(5-cyano-6-methoxypyridin-3-yl)-4,5,7,8-tetrahydro-1H-oxepino[4,5-c]pyrazol-3-yl)-1H-pyrazol-1-yl)methyl)piperidine-1-carboxylate C(#N)C=1C=C(C=NC1OC)N1N=C(C2=C1CCOCC2)C=2C=NN(C2)CC2CN(CCC2)C(=O)OC(C)(C)C